O=C1N(CC2=CC(=CC=C12)CN1CCN(CC1)C1=CC=CC=C1)C1C(NC(CC1)=O)=O 3-(1-oxo-5-((4-phenylpiperazin-1-yl)methyl)isoindolin-2-yl)piperidine-2,6-dione